N-[2-(4-formylcyclohexyl)-6-(1-hydroxy-1-methyl-ethyl)indazol-5-yl]pyrazolo[1,5-a]pyrimidine-3-carboxamide C(=O)C1CCC(CC1)N1N=C2C=C(C(=CC2=C1)NC(=O)C=1C=NN2C1N=CC=C2)C(C)(C)O